FC(C1=NNC(=N1)CC1CC2(CN(C2)C(=O)N2C[C@@H]3[C@@H](OCC(N3)=O)CC2)C1)(F)F (4aR,8aS)-6-[6-[[3-(trifluoromethyl)-1H-1,2,4-triazol-5-yl]methyl]-2-azaspiro[3.3]heptane-2-carbonyl]-4,4a,5,7,8,8a-hexahydropyrido[4,3-b][1,4]oxazin-3-one